benzyl N-[(3-methyl-5,6,7,8-tetrahydro-[1,2,4]triazolo[4,3-a]pyridin-7-yl)methyl]carbamate CC1=NN=C2N1CCC(C2)CNC(OCC2=CC=CC=C2)=O